N,N-diglycidyl-benzylamine C(C1CO1)N(CC1CO1)CC1=CC=CC=C1